NN1C(N(N=CC1=O)C1=CC(=C(C(=C1)Cl)OC1=CN(C(C(=C1)Cl)=O)C(C)C)Cl)=O amino-2-(3,5-dichloro-4-((5-chloro-1-isopropyl-6-oxo-1,6-dihydropyridin-3-yl)oxy)phenyl)-1,2,4-triazine-3,5(2H,4H)-dione